(3,5-dibutyl-4-hydroxyphenyl)propionic acid C(CCC)C=1C=C(C=C(C1O)CCCC)C(C(=O)O)C